2,2,9,11-tetramethylspiro[5.5]undec-8-en-1-yl acetate C(C)(=O)OC1C(CCCC12CC=C(CC2C)C)(C)C